(±)-5-methyl-4-nitro-1-(tetrahydro-2H-pyran-3-yl)-1H-pyrazol-3-ol CC1=C(C(=NN1[C@H]1COCCC1)O)[N+](=O)[O-] |r|